Cis-racemic-2-{[1-acryloyl-6-methylpiperidin-3-yl]amino}-N-ethyl-5H-pyrrolo[2,3-b]pyrazine-7-carboxamide C(C=C)(=O)N1C[C@H](CC[C@H]1C)NC=1N=C2C(=NC1)NC=C2C(=O)NCC |r|